C(B([O-])[O-])B([O-])[O-] methylenediboronate